(4-fluorophenyl)(7-(4-fluorophenyl)-6-(4-methylphenyl-seleno)-3,4-dihydro-1,8-naphthyridin-1(2H)-yl)methanone FC1=CC=C(C=C1)C(=O)N1CCCC2=CC(=C(N=C12)C1=CC=C(C=C1)F)[Se]C1=CC=C(C=C1)C